Cl.NC(C(=O)O)CC(=O)OC 2-amino-4-methoxy-4-oxobutanoic acid hydrochloride